Boc-4-nitro-L-phenylalanine C(=O)(OC(C)(C)C)N[C@@H](CC1=CC=C(C=C1)[N+](=O)[O-])C(=O)O